1-([1,2,4]triazolo[3,4-a]isoquinolin-7-yl)-N-(5-chloro-6-methoxypyridin-3-yl)-5-(trifluoromethyl)-1H-pyrazole-4-carboxamide N=1N=CN2C1C1=CC=CC(=C1C=C2)N2N=CC(=C2C(F)(F)F)C(=O)NC=2C=NC(=C(C2)Cl)OC